BrC=1C(=CC2=C(SC(=C2)C(CCC(=O)OCC)=O)C1)OCCCOC=1C=C2CN(CC2=CC1OC)C(CCC(=O)OCC)=O ethyl 4-(5-(3-((6-bromo-2-(4-ethoxy-4-oxobutanoyl) benzo[b]thiophen-5-yl) oxy) propoxy)-6-methoxyisoindolin-2-yl)-4-oxobutanoate